tert-butyl 4-chloro-7-((6-(hydroxymethyl)-5-(tetrahydrofuran-3-yl) pyridin-2-yl) amino)-1-oxoisoindoline-2-carboxylate ClC1=C2CN(C(C2=C(C=C1)NC1=NC(=C(C=C1)C1COCC1)CO)=O)C(=O)OC(C)(C)C